(R)-1-(4-((5-(1-(2,2-difluoroethyl)-4-fluoro-1H-benzo[d]imidazol-6-yl)-6-fluoro-4-methoxypyrrolo[2,1-f][1,2,4]triazin-2-yl)amino)-3,3-difluoropiperidin-1-yl)ethan-1-one-2,2,2-d3 FC(CN1C=NC2=C1C=C(C=C2F)C=2C(=CN1N=C(N=C(C12)OC)N[C@H]1C(CN(CC1)C(C([2H])([2H])[2H])=O)(F)F)F)F